FC=1C(=NNC1N)C(F)(F)F 4-fluoro-3-(trifluoromethyl)-1H-pyrazol-5-amine